C(=O)(C=C)NC(CS(=O)(=O)[O-])(C)C.[Na+] sodium 2-acrylamino-2-methylpropanesulfonate